ClC=1C=C(C(=O)NCC2=C3C=NNC3=CC=C2)C=CC1C(F)F 3-chloro-4-(difluoromethyl)-N-(1H-indazol-4-ylmethyl)benzamide